benzyl-N-(1-phenylvinyl)acetamide C(C1=CC=CC=C1)CC(=O)NC(=C)C1=CC=CC=C1